N[C@@H](CCCCN)C(=O)N[C@@H](C(C)C)C(=O)O lysyl-valine